FC=1C=NC=CC1C1=CC=2C(NC[C@@H](C2N1)CC=C)=O (7S)-2-(3-fluoropyridin-4-yl)-7-(prop-2-en-1-yl)-1H,5H,6H,7H-pyrrolo[3,2-c]pyridin-4-one